2-((6-((2-Amino-2-oxo-1-phenylethyl)thio)-3,5-dicyano-4-cyclopropylpyridin-2-yl)(methyl)amino)acetic acid NC(C(C1=CC=CC=C1)SC1=C(C(=C(C(=N1)N(CC(=O)O)C)C#N)C1CC1)C#N)=O